CC1=CC=C2CCCC(C2=C1)=O 7-methyl-3,4-dihydronaphthalene-1(2H)-one